C(C)C=1N(C=CN1)CC1=C(C=C(C=C1)C1=C(SC(=C1)CC(C)C)S(=O)(=O)NC(OCC1=CC=C(C=C1)F)=O)F 4-Fluorobenzyl (3-(4-((2-ethyl-1H-imidazol-1-yl)methyl)-3-fluorophenyl)-5-isobutylthiophen-2-yl)sulfonylcarbamate